5-((S or R)-1-(((R)-((S)-7-(1-methyl-1H-pyrazol-4-yl)-2,3-dihydro-1H-pyrido[2,3-b][1,4]oxazin-3-yl)(phenyl)methyl)amino)propan-2-yl)picolinonitrile CN1N=CC(=C1)C1=CC2=C(O[C@@H](CN2)[C@@H](C2=CC=CC=C2)NC[C@@H](C)C=2C=CC(=NC2)C#N)N=C1 |o1:23|